N[C@H]1CS(C2=C(N(C1=O)CC=1C=NC(=CC1)OC1CCCC1)C=C(C(=C2)F)C=2OC(=NN2)C(C)(C)C)(=O)=O (3R)-3-amino-7-(5-tert-butyl-1,3,4-oxadiazol-2-yl)-5-[[6-(cyclopentoxy)-3-pyridyl]methyl]-8-fluoro-1,1-dioxo-2,3-dihydro-1λ6,5-benzothiazepin-4-one